(2R,5S)-4-(7-((S)-3,3-difluorocyclohexyl)-5-(trifluoromethyl)-7H-pyrrolo[2,3-d]pyrimidin-4-yl)-2,5-dimethylpiperazine-1-carboxylic acid tert-butyl ester C(C)(C)(C)OC(=O)N1[C@@H](CN([C@H](C1)C)C=1C2=C(N=CN1)N(C=C2C(F)(F)F)[C@@H]2CC(CCC2)(F)F)C